(2-oxo-1-(tetrahydro-2H-pyran-4-yl)ethyl)-5-oxopyrrolidine-3-carboxamide O=CC(C1CCOCC1)N1CC(CC1=O)C(=O)N